[Cu](O)O.[Mn].[Ni] nickel-manganese-copper hydroxide